1-[6-(furan-2-yl)-2-methanesulfinylpyrimidin-4-yl]-5-Methoxy-2-(pyridin-4-ylmethyl)-1,3-benzodiazole O1C(=CC=C1)C1=CC(=NC(=N1)S(=O)C)N1C(=NC2=C1C=CC(=C2)OC)CC2=CC=NC=C2